4,7-dimethyl-[1,2,5]thiadiazolo[3,4-d]pyridazine CC=1C=2C(C(=NN1)C)=NSN2